S-(2-{[2-({(2S)-2-Amino-4-[{(1R)-1-[1-benzyl-4-(2,5-difluorophenyl)-1H-pyrrol-2-yl]-2,2-dimethylpropyl}(glycoloyl)amino]butanoyl}amino)ethyl]amino}-2-oxoethyl)-L-cysteine N[C@H](C(=O)NCCNC(CSC[C@H](N)C(=O)O)=O)CCN(C(CO)=O)[C@H](C(C)(C)C)C=1N(C=C(C1)C1=C(C=CC(=C1)F)F)CC1=CC=CC=C1